N-{(6S,7aS)-2-[4-(3-methoxythiophen-2-yl)-1,2-benzoxazol-3-yl]-3-oxohexahydro-1H-pyrrolo[1,2-c]imidazol-6-yl}ethanesulfonamide COC1=C(SC=C1)C1=CC=CC2=C1C(=NO2)N2C(N1[C@H](C2)C[C@@H](C1)NS(=O)(=O)CC)=O